C(C)(C)(C)OC(N(C)C1CCN(CC1)C=1C=CC=C2C(=CN=CC12)N1C(NC(CC1)=O)=O)=O [1-[4-(2,4-dioxohexahydropyrimidin-1-yl)-8-isoquinolinyl]-4-piperidinyl]-N-methyl-carbamic acid tert-butyl ester